2-(bis(3-chloro-4-fluorophenyl)methyl)-N-(2-(methylamino)ethyl)-1H-imidazole ClC=1C=C(C=CC1F)C(C=1N(C=CN1)CCNC)C1=CC(=C(C=C1)F)Cl